FC1=C(C=C2C=CN(C(C2=C1)=O)CCC[C@H](C)NC=1C=NNC(C1C(F)(F)F)=O)C1=NC=C(C=N1)OC 7-fluoro-6-(5-methoxypyrimidin-2-yl)-2-[(4S)-4-[[6-oxo-5-(trifluoromethyl)-1H-pyridazin-4-yl]amino]pentyl]isoquinolin-1-one